methyl 2-(2-chloro-6-(2-fluoropyridin-4-yl)phenyl)acetate ClC1=C(C(=CC=C1)C1=CC(=NC=C1)F)CC(=O)OC